FC(CN1N=CC(=C1)S(=O)(=O)N1N=C2C(=C1)CN(C2)C(CC2(C(NC1=CC=CC=C21)=O)C)=O)F 3-[2-(2-{[1-(2,2-difluoroethyl)-1H-pyrazol-4-yl]sulfonyl}-2H,4H,5H,6H-pyrrolo[3,4-c]pyrazol-5-yl)-2-oxoethyl]-3-methyl-2,3-dihydro-1H-indol-2-one